BrC1=C(C=CC=C1)C=1SC=CC1 2-(2-bromophenyl)thiophene